N[C@H]1CN(CCC1(F)F)C1=CC(=CC=2N(C=3N(C21)C=CN3)C=3SC(=NN3)C(F)F)S(=O)(=O)NC3(CC3)C (S)-5-(3-amino-4,4-difluoropiperidin-1-yl)-9-(5-(difluoromethyl)-1,3,4-thiadiazol-2-yl)-N-(1-methylcyclopropyl)-9H-benzo[d]imidazo[1,2-a]imidazole-7-sulfonamide